propan-2-ol bis(2,2,2-trifluoroacetate) FC(C(=O)O)(F)F.FC(C(=O)O)(F)F.CC(C)O